6-((2-(Dimethylphosphoryl)-5-fluorobenzyl)amino)-N-methyl-1H-indazole-3-carboxamide CP(=O)(C)C1=C(CNC2=CC=C3C(=NNC3=C2)C(=O)NC)C=C(C=C1)F